(1R,5S,6r)-6-[1-[2-chloro-4-fluoro-phenyl]pyrazol-3-yl]-3-azabicyclo[3.1.0]hexane 2,2,2-trifluoroacetate FC(C(=O)O)(F)F.ClC1=C(C=CC(=C1)F)N1N=C(C=C1)C1[C@H]2CNC[C@@H]12